3,4-bis(4-chlorophenyl)isoquinolin-1(2H)-one ClC1=CC=C(C=C1)C=1NC(C2=CC=CC=C2C1C1=CC=C(C=C1)Cl)=O